C(CCCC)N1C=C(C2=CC=CC=C12)CC1=CC=C(C2=CC=CC=C12)C 1-pentyl-1H-indoL-3-yl-(4-methyl-1-naphthyl)methane